N1C(=CN=CC=CC=C1)C(=O)N [1,4]diazonine-2-carboxamide